(4-methoxycyclohexyl)(4-(((2R,3R,4R,5S)-3,4,5-trihydroxy-2-methylpiperidin-1-yl)methyl)piperidin-1-yl)methanone COC1CCC(CC1)C(=O)N1CCC(CC1)CN1[C@@H]([C@H]([C@@H]([C@H](C1)O)O)O)C